(1R,4R)-4-(4-(((R)-1-(4-bromothiophen-2-yl)ethyl)amino)-7-methoxy-2-methylquinazoline-6-yl)cyclohexane-1-carboxylic acid BrC=1C=C(SC1)[C@@H](C)NC1=NC(=NC2=CC(=C(C=C12)C1CCC(CC1)C(=O)O)OC)C